C(#N)C(C(=O)O)C#N.CC(COC(C)COC(C)COC(C)CO)O tetrapropylene glycol dicyanoacetate